C(N(CP(=O)(O)O)CP(=O)(O)O)P(=O)(O)O AminoTri(methylenephosphonic acid)